(1s,4s)-4-((5-(1-(2,2-difluoroethyl)-4-fluoro-2-methyl-1H-benzo[d]imidazol-6-yl)-4-methoxy-7H-pyrrolo[2,3-d]pyrimidin-2-yl)amino)-N,N-dimethylcyclohexane-1-carboxamide FC(CN1C(=NC2=C1C=C(C=C2F)C2=CNC=1N=C(N=C(C12)OC)NC1CCC(CC1)C(=O)N(C)C)C)F